C(C)(C)(C)OC(=O)N1CC(CCC1)CNC1=NC=C(C(=N1)C1=CC=C(C=C1)C#N)Cl (+)-tert-butyl-3-({[5-chloro-4-(4-cyanophenyl)pyrimidin-2-yl]amino}methyl)piperidine-1-carboxylate